OCC(COCC(CC)(CO)CO)(CC)CO bis(2,2-bis(hydroxymethyl) butyl) ether